FC=1C=C(OC2=NC(=NC(=C2)C(F)(F)F)N2CCC(CC2)(O)CNC(C(C)C)=O)C=CC1 N-({1-[4-(3-fluorophenoxy)-6-(trifluoromethyl)pyrimidin-2-yl]-4-hydroxypiperidin-4-yl}methyl)-2-methylpropanamide